ClC1=CC=C(C=C1)N1N=C(C=C1)OCC=C(C(CNC)=NOC)C 5-[1-(4-chlorophenyl)pyrazol-3-yl]oxy-2-methoxyimino-N,3-dimethyl-pent-3-enamine